allyl chlorid C(C=C)Cl